1-((2r,5s)-2,5-dimethylpiperazin-1-yl)-1-(4-fluorophenyl)-2-methylpropan-2-ol C[C@H]1N(C[C@@H](NC1)C)C(C(C)(O)C)C1=CC=C(C=C1)F